CC1=NOC(=C1N(C1=C(C=CC=C1)C)C1=CC=C(C=C1)N1C=NC(=C1)C)C (3,5-dimethylisoxazol-4-yl)-2-methyl-N-(4-(4-methyl-1H-imidazol-1-yl)phenyl)aniline